5-chloro-N-[(3R)-8-cyano-7-[3,8-diazabicyclo[3.2.1]oct-3-yl]-5-fluoro-3,4-dihydro-2H-1-benzopyran-3-yl]-7-ethyl-7H-pyrrolo[2,3-c]pyridazine-3-carboxamide ClC1=CN(C=2N=NC(=CC21)C(=O)N[C@H]2COC1=C(C2)C(=CC(=C1C#N)N1CC2CCC(C1)N2)F)CC